ClC1=CC=C(C(=N1)C1=NOC(N1)=O)N[C@H](C)C1=CC(=CC=2C(C(=C(OC21)C=2NC(C=CC2)=O)C)=O)C 3-[6-chloro-3-[[(1R)-1-[3,6-dimethyl-4-oxo-2-(6-oxo-1H-pyridin-2-yl)benzopyran-8-yl]ethyl]amino]-2-pyridinyl]-4H-1,2,4-oxadiazol-5-one